C(C=C)ON(S(=O)(=O)C1=C(C=CC=C1)[N+](=O)[O-])[C@@H]1C(=C[C@H](N(C1)C(=O)OC(C)(C)C)CO[Si](C)(C)C(C)(C)C)C tert-butyl (2S,5R)-5-(N-(allyloxy)-2-nitrophenylsulfonamido)-2-((tert-butyldimethylsilyloxy) methyl)-4-methyl-5,6-dihydropyridine-1(2H)-carboxylate